O=C1NC(CCC1NC1=CC=C(C=C1)C1CCN(CC1)CC1=CC=C(C=C1)C=1C=C2C(=NC=NN2C1)C1=CC(=C(C=C1)CNC(=O)C1=NC=C(N=C1)C(C)C)C)=O N-[[4-[6-[4-[[4-[4-[(2,6-dioxo-3-piperidyl)amino]phenyl]-1-piperidyl]methyl]phenyl]pyrrolo[2,1-f][1,2,4]triazin-4-yl]-2-methyl-phenyl]methyl]-5-isopropyl-pyrazine-2-carboxamide